NC1=NC=C(C2=C1C=NN2COCC[Si](C)(C)C)NC(C(N2[C@H](CC[C@@H](C2)C)C2=CC1=CN(N=C1C=C2)C)=O)=O N-[4-amino-1-(2-trimethylsilylethoxymethyl)pyrazolo[4,3-c]pyridin-7-yl]-2-oxo-2-[(2R,5S)-5-methyl-2-(2-methylindazole-5-yl)-1-piperidyl]acetamide